2-[1-[5-cyano-6-[(2S)-2-methylazetidin-1-yl]-4-(trifluoromethyl)-2-pyridinyl]azetidin-3-yl]acetic acid methyl ester COC(CC1CN(C1)C1=NC(=C(C(=C1)C(F)(F)F)C#N)N1[C@H](CC1)C)=O